1-(4-hydroxyphenyl)-2-(methylamino)ethanol Di-ammonium phosphate P(=O)([O-])([O-])O.[NH4+].[NH4+].OC1=CC=C(C=C1)C(CNC)O